CO/N=C(/C1=CSC(=N1)N)\\C(=O)N[C@H]2[C@@H]3N(C2=O)C(=CCS3)C(=O)O The molecule is a parenteral third-generation cephalosporin, bearing a 2-(2-amino-1,3-thiazol-4-yl)-2-(methoxyimino)acetyl]amino group at the 7beta-position. It has a role as an antibacterial drug. It is a conjugate acid of a ceftizoxime(1-).